FC1([C@H](C1)CN1N=C(C2=CC(=CC=C12)C(C)(C)O)NC=1C(=NN(C1)C)OC)F |r| Racemic-2-{1-[(2,2-difluorocyclopropyl)methyl]-3-[(3-methoxy-1-methyl-1H-pyrazol-4-yl)amino]-1H-indazol-5-yl}propan-2-ol